5-(4-Bromo-3-{[(1S)-1-(piperidin-4-yl)ethyl]amino}phenyl)-1,3,4-oxadiazol-2(3H)-one BrC1=C(C=C(C=C1)C1=NNC(O1)=O)N[C@@H](C)C1CCNCC1